(R)-6-((2-(1H-pyrazol-4-yl)ethyl)amino)-4-bromo-N-(1-(6-fluoropyridin-2-yl)ethyl)picolinamide N1N=CC(=C1)CCNC1=CC(=CC(=N1)C(=O)N[C@H](C)C1=NC(=CC=C1)F)Br